(S)-4-(2-Amino-2-methylpropanoyl)-N-(1-(4-((3-(aminomethyl)pyrrolidin-1-yl)methyl)cyclohex-1-en-1-yl)-2-oxo-1,2-dihydropyrimidin-4-yl)piperazine-1-carboxamide hydrochloride salt Cl.NC(C(=O)N1CCN(CC1)C(=O)NC1=NC(N(C=C1)C1=CC[C@H](CC1)CN1CC(CC1)CN)=O)(C)C